CN(C1=CC(=NC=C1)N1N=CC=C1)C 1-[4-(dimethylamino)pyridin-2-yl]pyrazol